(1S,2R,3S,5R)-3-(2-(1H-pyrrolo[2,3-b]quinolin-7-yl)ethyl)-5-(4-amino-7H-pyrrolo[2,3-d]pyrimidin-7-yl)cyclopentane-1,2-diol N1C=CC=2C1=NC1=CC(=CC=C1C2)CC[C@@H]2[C@H]([C@H]([C@@H](C2)N2C=CC1=C2N=CN=C1N)O)O